NC1=CC=CC(=N1)S(=O)(=O)NC(=O)C=1C(=NC(=CC1)C1=CC=C(C=C1)OC(C)C)OC1=C(C=C(C=C1C)C)C N-[(6-Amino-2-pyridyl)sulfonyl]-6-(4-isopropoxyphenyl)-2-(2,4,6-trimethylphenoxy)pyridin-3-carboxamid